N=1ON=C2C1C=CC(=C2)C2=NOC(=N2)C=2C=CC(=C(C#N)C2)NCC2CC2 5-[3-(2,1,3-benzoxadiazol-5-yl)-1,2,4-oxadiazol-5-yl]-2-[(cyclopropylmethyl)amino]benzonitrile